OC1=CC=C2CN(C(C2=C1)=O)C1C(NC(CC1)=O)=O 3-(6-hydroxy-1-oxo-isoindolin-2-yl)piperidine-2,6-dione